bis(dibenzylideneacetone) palladium [Pd].C(C1=CC=CC=C1)=CC(=O)C=CC1=CC=CC=C1.C(C1=CC=CC=C1)=CC(=O)C=CC1=CC=CC=C1